Valyl-Tryptophan N[C@@H](C(C)C)C(=O)N[C@@H](CC1=CNC2=CC=CC=C12)C(=O)O